OC(=O)C(F)(F)F.ClC=1C(=NC(=NC1)NC1=CC=C(C=C1)N1CCNCC1)C1=C(N=C(S1)C)C 5-chloro-4-(2,4-dimethylthiazol-5-yl)-N-(4-(piperazin-1-yl)phenyl)pyrimidin-2-amine TFA salt